4-ethyl-4-(2-(p-tolylamino)oxazol-4-yl)hexanoic acid C(C)C(CCC(=O)O)(CC)C=1N=C(OC1)NC1=CC=C(C=C1)C